ClC=1C(=NC(=NC1)NC1CN(C(CC1)=O)C)C1=CC=C2CN(C(C2=C1)=O)[C@@H](C(=O)N[C@H](CO)C1=CC(=CC(=C1)OC)F)C (2R)-2-(6-{5-Chloro-2-[(1-methyl-6-oxopiperidin-3-yl)amino]pyrimidin-4-yl}-1-oxo-2,3-dihydro-1H-isoindol-2-yl)-N-[(1S)-1-(3-fluoro-5-methoxyphenyl)-2-hydroxyethyl]propanamid